tert-butyl 3-[4-[8-[(2S,3R)-3-hydroxy-2-methyl-azetidin-1-yl]-[1,2,4]triazolo[1,5-a]pyrazin-6-yl]pyrazol-1-yl]azetidine-1-carboxylate O[C@H]1[C@@H](N(C1)C=1C=2N(C=C(N1)C=1C=NN(C1)C1CN(C1)C(=O)OC(C)(C)C)N=CN2)C